CC1=C(C=C(C=C1)NC(C1=CC(=CC=C1)C(F)(F)F)=O)B(O)O (2-methyl-5-(3-(trifluoromethyl)benzamido)phenyl)boronic acid